N-hydroxybenzotriazol ON1N=NC2=C1C=CC=C2